(R)-5-isopropyl-5-{4-[4-(1-methyl-1H-indazol-4-yl)piperazine-1-carbonyl]phenyl}imidazolidine-2,4-dione C(C)(C)[C@]1(C(NC(N1)=O)=O)C1=CC=C(C=C1)C(=O)N1CCN(CC1)C1=C2C=NN(C2=CC=C1)C